(E)-2-(1-(7-azabicyclo[2.2.1]heptan-7-yl)ethyl)-3,6-difluorobenzaldehyde oxime C12CCC(CC1)N2C(C)C2=C(/C=N/O)C(=CC=C2F)F